C(C1=CC=CC=C1)OC(=O)N1CCC(=C[C@H]1C1=CC=C(C=C1)C(=O)OC)B(O)O (S)-(1-((benzyloxy)carbonyl)-6-(4-(methoxycarbonyl)phenyl)-1,2,3,6-tetrahydropyridin-4-yl)boronic acid